N(N=C1SC2=C(N1CC)C=CC=C2)=C2SC1=C(N2CC)C=CC=C1 2,2'-azinodi[3-ethyl-benzthiazoline]